C(C)(C)C1=C(C=CC=C1)N1C(SCC1=O)=NN=CC1=CC=C(C=C1)C=1C=C(N(N1)C)NC(=O)C1CCC(CC1)OC(F)(F)F N-[5-[4-[[[3-(2-Isopropylphenyl)-4-oxo-thiazolidin-2-ylidene]hydrazono]methyl]phenyl]-2-methyl-pyrazol-3-yl]-4-(trifluoromethoxy)cyclohexanecarboxamid